CC1OCC(C=2C1=NC(=CC2)C(F)(F)F)=O 8-methyl-2-(trifluoromethyl)-6H-pyrano[3,4-B]pyridin-5(8H)-one